[Li].[Li].[Si] silicon lithium compound with lithium